C(#N)C1=CC(=C(COC2=CC=CC(=N2)N2C(CN(CC2)CC2=NC=3C(=NC(=CC3)C(=O)O)N2C[C@H]2OCC2)=O)C=C1)F (S)-2-((4-(6-(4-cyano-2-fluorobenzyloxy)pyridin-2-yl)-3-oxopiperazin-1-yl)methyl)-3-(oxetan-2-ylmethyl)-3H-imidazo[4,5-b]pyridine-5-carboxylic acid